C(C)C1=CC(=NN1C)NC1=NN(C2=CC(=CC=C12)C(C)(C)O)C 2-{3-[(5-ethyl-1-methyl-1H-pyrazol-3-yl)amino]-1-methyl-1H-indazol-6-yl}propan-2-ol